ClC1=C(C=CC(=C1)F)C1=NOC(=C1)CO[C@@H]([C@@](CN1N=CN=C1)(O)C1=C(C=C(C=C1)F)F)C (2R,3R)-3-((3-(2-chloro-4-fluorophenyl)isoxazol-5-yl)-methoxy)-2-(2,4-difluorophenyl)-1-(1H-1,2,4-triazol-1-yl)butan-2-ol